(Z)-2-(3-amino-4-methoxybenzylidene)-6-((2,6-dibromobenzyl)sulfonyl)-2H-benzo[b][1,4]thiazin-3(4H)-one NC=1C=C(\C=C/2\C(NC3=C(S2)C=CC(=C3)S(=O)(=O)CC3=C(C=CC=C3Br)Br)=O)C=CC1OC